dibutyl-di(nonylphenoxy)tin C(CCC)[Sn](OC1=C(C=CC=C1)CCCCCCCCC)(OC1=C(C=CC=C1)CCCCCCCCC)CCCC